tert-Butyl (3R)-3-(4-[3-cyano-4-hydroxypyrazolo[1,5-a]pyridin-6-yl]-5-methylpyrazol-1-yl)pyrrolidine-1-carboxylate C(#N)C=1C=NN2C1C(=CC(=C2)C=2C=NN(C2C)[C@H]2CN(CC2)C(=O)OC(C)(C)C)O